BrC=1C=C2C(=NC=NC2=C(C1)Br)NC(C)C=1C(=NC=CN1)C=1SC(=CN1)C#N 2-[3-[1-[(6,8-dibromoquinazolin-4-yl)amino]ethyl]pyrazin-2-yl]thiazole-5-carbonitrile